[Cl-].C(CCCCCCCCCCC)[N+](CCCCCCCC[SiH](OC)OC)(C)C dodecyldimethyl(8-dimethoxysilyloctyl)ammonium chloride